P(=O)([O-])([O-])[O-].[Cu+2].P(=O)([O-])([O-])[O-].[Cu+2].[Cu+2] Cupric Phosphate